CC1NCNCC1 4-methylhexahydro-1,3-diazine